COCCOC(=O)NC(SC)=NC(=O)OCCOC 1,3-bis(methoxyethoxycarbonyl)-2-methyl-2-thiopseudourea